6-(4-(2-(4-isopropyl-5-(8-methoxy-[1,2,4]triazolo[1,5-a]pyridin-6-yl)-1H-pyrazol-3-yl)-4-methylthiazol-5-yl)cyclohexyl)-2-thia-6-azaspiro[3.3]heptane 2,2-dioxide C(C)(C)C=1C(=NNC1C=1C=C(C=2N(C1)N=CN2)OC)C=2SC(=C(N2)C)C2CCC(CC2)N2CC1(CS(C1)(=O)=O)C2